C(C)(C)(C)OC(=O)N1CC2=C(C=C1)N=CS2 Thiazolo[5,4-c]Pyridine-5(4H)-carboxylic acid tert-butyl ester